5''-phenyl-[1,1':3',1'':3,1'''-quaterphenyl]-2'-amine C1(=CC=CC=C1)C=1C=CC=C(C1)C=1C(=C(C=CC1)C1=CC(=CC=C1)C1=CC=CC=C1)N